isopentyl-tris-(2-methoxyethoxy)silane C(CC(C)C)[Si](OCCOC)(OCCOC)OCCOC